NCCCOC1=C(C2=C(C(=N1)C)CC(C2)CNCCC2CN(C(O2)=O)C=2C=CC=1OCC(NC1N2)=O)C 6-[5-[2-[[3-(3-aminopropoxy)-1,4-dimethyl-6,7-dihydro-5H-cyclopenta[c]pyridin-6-yl]methylamino]ethyl]-2-oxo-1,3-oxazolidin-3-yl]-4H-pyrido[3,2-b][1,4]oxazin-3-one